[Zr+4].C(C)[NH+](C)CC.C(C)[NH+](C)CC.C(C)[NH+](C)CC.C(C)[NH+](C)CC tetrakisbisethylmethylammonium zirconium